C1(CC1)NC(=O)C1=NN(C(=C1)C(=O)NC)CC1=CC=C(C=C1)OC N3-Cyclopropyl-1-(4-methoxybenzyl)-N5-methyl-1H-pyrazole-3,5-dicarboxamide